CN(C(CNC(=O)C1=C(C=C(C=C1)CC=1C=C(C2=C(CCO2)C1C)C(=O)N[C@H]1CCOC[C@@H]1O)F)=O)C 1,5-anhydro-2,3-dideoxy-3-({5-[(4-{[2-(dimethylamino)-2-oxoethyl]carbamoyl}-3-fluorophenyl)methyl]-4-methyl-2,3-dihydro-1-benzofuran-7-carbonyl}amino)-L-threo-pentitol